CC1C(NC2=CC=CC=C2C1)=O 3-methyl-3,4-dihydro-1H-quinolin-2-one